C(#N)C1=CC(=C(C=C1)NS(=O)(=O)C1=CNC=C1C1=NC=CC=C1)F N-(4-cyano-2-fluoro-phenyl)-4-(2-pyridyl)-1H-pyrrole-3-sulfonamide